7-fluoro-N-((1S,3r)-3-(4-(2-fluorophenyl)-5-(pyridin-2-yl)-4H-1,2,4-triazol-3-yl)cyclobutyl)quinoxaline-5-carboxamide FC=1C=C(C=2N=CC=NC2C1)C(=O)NC1CC(C1)C1=NN=C(N1C1=C(C=CC=C1)F)C1=NC=CC=C1